OC1=C(C=C(C=C1)C(C)C)C(C)=O 1-(2-hydroxy-5-isopropylphenyl)ethanone